((5R,7S)-4-oxa-1-azabicyclo[3.2.1]octan-7-yl)methanol N12CCO[C@H](C[C@H]1CO)C2